O=C1N(CCC(N1)=O)C1=NN(C2=CC(=C(C=C12)F)N1CCC(CC1)O)C 1-[3-(2,4-dioxo-1,3-diazinan-1-yl)-5-fluoro-1-methylindazol-6-yl]-4-hydroxypiperidin